4-Cyclopentyl-3-(2-{[4-(4-methylpiperazin-1-yl)phenyl]amino}-5-[2-(triisopropylsilyl)ethynyl]pyrido[2,3-d]pyrimidin-7-yl)-1,3-oxazolidin-2-one C1(CCCC1)C1N(C(OC1)=O)C=1C=C(C2=C(N=C(N=C2)NC2=CC=C(C=C2)N2CCN(CC2)C)N1)C#C[Si](C(C)C)(C(C)C)C(C)C